FC(C1=CC(=NC=C1)CC1CC2(CN(C2)C(=O)N2CC3(C2)NC(COC3)=O)C1)(F)F 2-[6-[[4-(trifluoromethyl)-2-pyridyl]methyl]-2-azaspiro[3.3]heptane-2-carbonyl]-8-oxa-2,5-diazaspiro[3.5]nonan-6-one